COC1=C(C(=O)N)C=CC=N1 2-methoxy-nicotinamide